6-chloro-N,N-dimethyl-1H-indol-7-amine ClC1=CC=C2C=CNC2=C1N(C)C